N-cyclohexyl-4-(2-(4-fluorophenyl)propan-2-yl)-2,6-dihydroxybenzamide C1(CCCCC1)NC(C1=C(C=C(C=C1O)C(C)(C)C1=CC=C(C=C1)F)O)=O